4-(3-(4-(1-(4-((5-chloro-4-((2-(dimethylphosphoryl)phenyl)amino)pyrimidine-2-yl)amino)-3-methoxyphenyl)piperidin-4-yl)piperazin-1-yl)prop-1-en-1-yl)-1-carbonylisoindoline ClC=1C(=NC(=NC1)NC1=C(C=C(C=C1)N1CCC(CC1)N1CCN(CC1)CC=CC1=C2CNC(C2=CC=C1)=C=O)OC)NC1=C(C=CC=C1)P(=O)(C)C